1-hydroxymethylimidazole chloride [Cl-].OCN1C=NC=C1